CC([C@H](N)C(=O)O)C1=CNC2=CC=CC=C12 (2S,3S)-β-methyltryptophan